CN(NC(=O)O[C@H]1C[C@H](CC1)C1=CC(=NN1)NC(=O)[C@@H]1CC2=C(C=C(C(=C2C1)C=O)OCC1=CC=CC=C1)OC)CC(F)(F)F (1R,3S)-3-(3-((S)-5-(benzyloxy)-4-formyl-7-methoxy-2,3-dihydro-1H-indene-2-carboxamido)-1H-pyrazol-5-yl)cyclopentyl 2-methyl-2-(2,2,2-trifluoroethyl)hydrazine-1-carboxylate